2-(benzyloxy)-N-(2-(tert-butyldimethylsilyloxy)ethyl)acetamide C(C1=CC=CC=C1)OCC(=O)NCCO[Si](C)(C)C(C)(C)C